5-bromo-N-methyl-6-[[(1R)-1-phenylethyl]amino]pyridine-3-sulfonamide BrC=1C=C(C=NC1N[C@H](C)C1=CC=CC=C1)S(=O)(=O)NC